C(=O)(O)C[N+]1=CN(C=C1)C=C 3-carboxymethyl-1-vinylimidazolium